tert-butyl (2S,4R)-2-(hydroxymethyl)-4-(o-tolyl)pyrrolidine-1-carboxylate OC[C@H]1N(C[C@H](C1)C1=C(C=CC=C1)C)C(=O)OC(C)(C)C